C(=C)C1=CC(=C(C2=C(C=CC(=C12)CCCC)CCCC)CCCC)C=C 1,3-divinyl-4,5,8-tributylnaphthalene